3-(2-(4-ethylpiperazin-1-yl)propanamido)-4-methylthiophene-2-carboxylic acid methyl ester COC(=O)C=1SC=C(C1NC(C(C)N1CCN(CC1)CC)=O)C